3-(1-methyl-7-(methyl(((S)-piperidin-3-yl)methyl)amino)-1H-indazol-3-yl)piperidine-2,6-dione CN1N=C(C2=CC=CC(=C12)N(C[C@@H]1CNCCC1)C)C1C(NC(CC1)=O)=O